C(C)(C)OC(C1=CN=CC=C1C(F)(F)F)=O.BrC1=C2C[C@@H](N([C@H](C2=CC=C1)C)C(CC1=C(C=CC=C1Cl)Cl)=O)CO[Si](C)(C)C(C)(C)C 1-((1S,3R)-5-bromo-3-(((tert-butyldimethylsilyl)oxy)methyl)-1-methyl-3,4-dihydroisoquinolin-2(1H)-yl)-2-(2,6-dichlorophenyl)ethan-1-one isopropyl-4-trifluoromethylnicotinate